C(#N)C1=C(C=CC=C1)[C@@H](CC)C=1C=NN(C1)CCCOC (1R,2R)-1-(2-cyanophenyl)-1-(1-(3-methoxypropyl)-1H-pyrazol-4-yl)propan